butylamine hydroiodic acid salt I.C(CCC)N